O=C1N(CCC1)CC1=CC=C(C=C1)C=1CCN(CC1)C(=O)OC(C)(C)C tert-Butyl 4-(4-((2-oxopyrrolidin-1-yl)methyl)phenyl)-3,6-dihydropyridine-1(2H)-carboxylate